FC(F)(F)[PH2+]C(C1=CC=CC=C1)(C1=CC=CC=C1)C1=CC=CC=C1 trifluoromethyltritylphosphonium